2a,3,4,5-tetrahydro-2H-furo[4,3,2-de]isoquinolin-4-ium chloride [Cl-].O1CC2C[NH2+]CC=3C=CC=C1C23